azepin-4-ol formate C(=O)OC=1C=CNC=CC1